FC(C1=CC2=C(C=C(S2)CN2CCCC23CCN(CC3)C(=O)N3N=C(C=C3)C(=O)N)C=C1)(F)F 1-[(1-[[6-(trifluoromethyl)-1-benzothien-2-yl]methyl]-1,8-diazaspiro[4.5]decan-8-yl)carbonyl]-1H-pyrazole-3-carboxamide